FC=1C=C2C=C(C=NC2=CC1)NC1=NC(=NC=C1)NC1=CC(=C(C=C1)OCCCN1CCCCC1)OC 4-(6-fluoro-3-quinolylamino)-2-[3-methoxy-4-(3-piperidinopropoxy)phenylamino]pyrimidine